3'-O-benzoyl-2'-O-methyl-N3-benzoyluridine C(C1=CC=CC=C1)(=O)O[C@H]1[C@H]([C@@H](O[C@@H]1CO)N1C(=O)N(C(=O)C=C1)C(C1=CC=CC=C1)=O)OC